(4-bromobenzyl)-2,3,4,9-tetrahydro-1H-carbazol-1-amine BrC1=CC=C(CC2(CCCC=3C4=CC=CC=C4NC23)N)C=C1